COC(CCCCCCCCCCCCCCCNS(=O)(=O)C(C)C)=O.OC=1C=C(C=CC1C(=O)OCC)N=NNC(C(=C)CC1=CC=CC=C1)=O N-(3-hydroxy-4-ethoxycarbonylphenylazo)phenylmethylacrylamide Methyl-16-((1-methylethyl)sulfonamido)hexadecanoate